2-(Cis-(1R,2S)-2-(benzyloxy)cyclobutoxy)-3,4-difluoro-5-(methoxymethoxy)benzoic acid C(C1=CC=CC=C1)O[C@@H]1[C@@H](CC1)OC1=C(C(=O)O)C=C(C(=C1F)F)OCOC